OC1CN(CC1)C(=O)NC(C(NC1=CC=C(C=C1)[Si](C)(C)C)=O)C1=CC=C(C=C1)OC 3-hydroxy-N-(1-(4-methoxyphenyl)-2-oxo-2-((4-(trimethylsilyl)phenyl)amino)ethyl)pyrrolidine-1-carboxamide